FC(C1CCN(CC1)C1=CC=C(C=C1)NC1CCOCC1)(F)F N-(4-(4-(trifluoromethyl)piperidin-1-yl)phenyl)tetrahydro-2H-pyran-4-amine